C(C)(C)(C)OC(=O)N1CCC=C(C1)C1=CC2=C(N(C(O2)=O)C)C=C1 5-(3-methyl-2-oxo-1,3-benzoxazol-6-yl)-3,6-dihydro-2H-pyridine-1-carboxylic acid tert-butyl ester